(S)-[(3S)-3-{[(6-fluoro-7-methoxyquinolin-4-yl)oxy]methyl}pyrrolidin-1-yl](imino)methyl-λ6-sulfanone FC=1C=C2C(=CC=NC2=CC1OC)OC[C@@H]1CN(CC1)[SH2](=O)C=N